FC=1C=C(OC2CN(C2)C=2C(=C(C(=O)O)C=CC2)N2C=CC=C2)C=CC1OC1=CC=CC=C1 3-(3-(3-fluoro-4-phenoxyphenoxy)azetidin-1-yl)-2-(1H-pyrrol-1-yl)benzoic acid